C(C)(C)(C)OC(=O)N[C@@H](C(=O)OC(C)(C)C)CCCO[Si](C)(C)C(C)(C)C tert-butyl (R)-2-((tert-butoxycarbonyl)amino)-5-((tert-butyldimethylsilyl)oxy)-pentanoate